(R)-N-(4-(4-amino-(4-phenoxyphenyl)-1H-pyrazolo[3,4-d]pyrimidin-1-yl)cyclohexyl)-2-(dimethylamino)-butyramide NC1=C2C(=NC=N1)N(N=C2C2=CC=C(C=C2)OC2=CC=CC=C2)C2CCC(CC2)NC([C@@H](CC)N(C)C)=O